5-((6-((6,7-dihydro-5H-pyrazolo[5,1-b][1,3]oxazin-3-yl)amino)-1-methyl-1H-pyrazolo[3,4-d]pyrimidin-3-yl)amino)-N-(2-(2,2-dimethylpyrrolidin-1-yl)ethyl)-6-methylnicotinamide N1=CC(=C2OCCCN21)NC2=NC=C1C(=N2)N(N=C1NC=1C(=NC=C(C(=O)NCCN2C(CCC2)(C)C)C1)C)C